tert-butyl N-[(3R,4R)-1-[4-(4-{3-cyano-9-ethyl-6,6-dimethyl-11-oxo-5H,6H,11H-benzo[b]carbazol-8-yl}piperazin-1-yl)-4-oxobutyl]-4-methylpiperidin-3-yl]carbamate C(#N)C1=CC=C2C=3C(C4=C(C(C3NC2=C1)(C)C)C=C(C(=C4)CC)N4CCN(CC4)C(CCCN4C[C@@H]([C@@H](CC4)C)NC(OC(C)(C)C)=O)=O)=O